C12(CC(C1)C2)C(=O)N2[C@H]([C@H]([C@H](C2)F)NS(=O)(=O)CC)CC=2C(=C(C=CC2)C2=CC(=CC(=C2)F)F)F N-{(2S,3R,4S)-1-(bicyclo[1.1.1]pentane-1-carbonyl)-4-fluoro-2-[(2,3',5'-trifluoro[1,1'-biphenyl]-3-yl)methyl]pyrrolidin-3-yl}ethanesulfonamide